C(CCCCCCCC)CCCCCCC nonyl-heptane